1-(3,5-dichloro-4-((5-chloro-4-oxo-3,4-dihydro-phthalazin-1-yl)oxy)phenyl)-2,4-dioxo-1,2,3,4-tetrahydropyrimidine-5-carbonitrile ClC=1C=C(C=C(C1OC1=NNC(C2=C(C=CC=C12)Cl)=O)Cl)N1C(NC(C(=C1)C#N)=O)=O